FC1C(CCCC1)P(OC1=CC=CC=C1)(OC1=CC=CC=C1)=O diphenyl (2-fluorocyclohexyl)phosphonate